C(#N)C=1C=C(C=CC1)C=1N=C(SC1C1=CC(=NC(=C1)C)C)NC(=O)N1CC2COCCN2CC1 N-[4-(3-Cyanophenyl)-5-(2,6-dimethyl-4-pyridyl)thiazol-2-yl]-3,4,6,7,9,9a-hexahydro-1H-pyrazino[2,1-c][1,4]oxazine-8-carboxamide